C(C)S(=O)(=O)N1CC2=C(CCC1)NN=C2C(=O)N2CCC(CC2)C2=C(C=CC=C2)C(F)(F)F (5-(ethylsulfonyl)-1,4,5,6,7,8-hexahydropyrazolo[4,3-c]azepin-3-yl)(4-(2-(trifluoromethyl)phenyl)piperidin-1-yl)methanone